ClC=1C=C(C=CC1C#N)C1=NN(C=C1)C[C@H](C)NC(=O)C1=NNC(=C1)\C(\C)=N\OCCN1CCN(CC1)CC(=O)OC(C)(C)C (S,E)-tert-Butyl 2-(4-(2-(((1-(3-((1-(3-(3-chloro-4-cyanophenyl)-1H-pyrazol-1-yl)propan-2-yl)carbamoyl)-1H-pyrazol-5-yl)ethylidene)amino)oxy)ethyl)-piperazin-1-yl)acetate